C(C)(C)(C)OC(NCCC1=C(C(=C(C(=C1)OC)SCCCC)OC)Br)=O (2-bromo-4-(butylsulfanyl)-3,5-dimethoxyphenethyl)carbamic acid tert-butyl ester